((2R,3R)-4-benzyl-2-methylmorpholin-3-yl)methanol C(C1=CC=CC=C1)N1[C@@H]([C@H](OCC1)C)CO